Fmoc-Arginine C(=O)(OCC1C2=CC=CC=C2C2=CC=CC=C12)N[C@@H](CCCNC(N)=N)C(=O)O